O-methyl-L-tyrosin COC1=CC=C(C[C@H](N)C(=O)O)C=C1